3-(3,4-difluorophenyl)-N-((2R,3R,4S,5R,6R)-4-(4-(3-fluorophenyl)-1H-1,2,3-triazol-1-yl)-3,5-dihydroxy-6-(hydroxymethyl)tetrahydro-2H-pyran-2-yl)-N-methylpropanamide FC=1C=C(C=CC1F)CCC(=O)N(C)[C@@H]1O[C@@H]([C@@H]([C@@H]([C@H]1O)N1N=NC(=C1)C1=CC(=CC=C1)F)O)CO